(S)-7'-methyl-6'-(pyrimidin-2-yl)-3',4'-dihydro-1'H-spiro[pyrrolidine-3,2'-[1,8]naphthyridine]-1-yl-[1,8]naphthyridine CC1=C(C=C2CC[C@@]3(NC2=N1)CN(CC3)C3=NC1=NC=CC=C1C=C3)C3=NC=CC=N3